C(C1=CC=CC=C1)N1N=C(N=C1)C(=O)N[C@@H]1C(N(C2=C(OC1)C=CC(=C2)C#CC2(COC2)O)C)=O (S)-1-benzyl-N-(7-((3-hydroxyoxetan-3-yl)ethynyl)-5-methyl-4-oxo-2,3,4,5-tetrahydrobenzo[b][1,4]oxazepin-3-yl)-1H-1,2,4-triazole-3-carboxamide